[N+](=O)([O-])C1=CC=C(OC(=O)OCCS(=O)(=O)CCOC(=O)NNCC(C(=O)[O-])(C)C)C=C1 [2-[2-[2-(4-nitrophenoxy) carbonyloxyethylsulfonyl] ethoxycarbonyl] hydrazino]2,2-dimethylpropionate